2E-eicosenoic acid C(\C=C\CCCCCCCCCCCCCCCCC)(=O)O